imino(methyl){2-[1-(quinolin-4-yl)piperidin-4-yl]ethyl}-λ6-sulfanone N=S(=O)(CCC1CCN(CC1)C1=CC=NC2=CC=CC=C12)C